Ethyl 4-chloro-8,8-dimethyl-8,10-dihydro-7H-pyrano[3'',4'':5',6']pyrido[3',2':4,5]-thieno[3,2-d]pyrimidine-11-carboxylate ClC=1C2=C(N=CN1)C1=C(S2)N=C2C(=C1C(=O)OCC)COC(C2)(C)C